OC(CCCC)C1=C(C(=O)O)C=CC=C1.FC(C1C2CC3(CC(CC1C3)C2)N)(F)F 4-trifluoromethyl-adamantan-1-amine 2-(1-hydroxypentyl)benzoate